4-oxacyclohexaborane B1BBOBB1